N[C@H]1C(NCC1)=O (R)-3-aminopyrrolidin-2-one